ethyl 3,4-dimethoxybenzene-carboxylate COC=1C=C(C=CC1OC)C(=O)OCC